tert-butyl (R)-2-((S)-1-((4-((5-fluoroquinolin-6-yl)amino)-7-(1-methyl-1H-pyrazol-4-yl)quinazolin-5-yl)oxy)ethyl)pyrrolidine-1-carboxylate FC1=C2C=CC=NC2=CC=C1NC1=NC=NC2=CC(=CC(=C12)O[C@@H](C)[C@@H]1N(CCC1)C(=O)OC(C)(C)C)C=1C=NN(C1)C